NN1C([C@H](C[C@@H]1C1=CC=CC=C1)O[Si](C)(C)C(C)(C)C)=O trans-1-amino-3-((tert-butyldimethylsilyl)oxy)-5-phenylpyrrolidin-2-one